1-(4-((4-((4-((3,4-dichloro-2-fluorophenyl)amino)-7-methoxyquinazolin-6-yl)oxy)piperidin-1-yl)methyl)-3-fluorophenyl)dihydropyrimidine-2,4(1H,3H)-dione ClC=1C(=C(C=CC1Cl)NC1=NC=NC2=CC(=C(C=C12)OC1CCN(CC1)CC1=C(C=C(C=C1)N1C(NC(CC1)=O)=O)F)OC)F